3-chloro-5-fluoro-4-(6-((6-(methylamino)pyrimidin-4-yl)amino)-1H-pyrazolo[4,3-c]pyridin-1-yl)benzonitrile ClC=1C=C(C#N)C=C(C1N1N=CC=2C=NC(=CC21)NC2=NC=NC(=C2)NC)F